SCCC[SiH2]OCCC(OC)OC 3-mercaptopropyl-dimethoxypropoxysilane